N1N=CC(=C1)C=1C=C(C(=O)NC=2N(C=C(N2)CCC(=O)N2C[C@@H](CC2)C(=O)O)C2=CC=CC=C2)C=CC1 (R)-1-(3-(2-(3-(1H-pyrazol-4-yl)benzoylamino)-1-phenyl-1H-imidazol-4-yl)propanoyl)pyrrolidine-3-carboxylic acid